O[C@@H]([C@@H](C(=O)NCC1=NC=CC=N1)N1C(C2(C1)NCCC2)=O)C (2S,3R)-3-hydroxy-2-(1-oxo-2,5-diazaspiro[3.4]octan-2-yl)-N-(pyrimidin-2-ylmethyl)butanamide